(2S,3S,5S)-N-(3-Carbamoyl-4-fluoro-phenyl)-3-(3,4-Difluoro-2-methoxy-phenyl)-5-methyl-5-(trifluoromethyl)tetrahydrofuran-2-carboxamid C(N)(=O)C=1C=C(C=CC1F)NC(=O)[C@H]1O[C@@](C[C@H]1C1=C(C(=C(C=C1)F)F)OC)(C(F)(F)F)C